3,3'-bipyridine-5,5'-dicarboxaldehyde N1=CC(=CC(=C1)C=O)C=1C=NC=C(C1)C=O